4-(6-(methylsulfonyl)pyridin-2-yl)benzaldehyde CS(=O)(=O)C1=CC=CC(=N1)C1=CC=C(C=O)C=C1